6-(4-chlorophenyl)-2-(3-fluorophenyl)-N-[(1-hydroxycyclopentyl)methyl]-3-oxo-2,3-dihydropyridazine-4-carboxamide ClC1=CC=C(C=C1)C=1C=C(C(N(N1)C1=CC(=CC=C1)F)=O)C(=O)NCC1(CCCC1)O